ethyl 4-[(2R)-4-amino-2-[(tert-butoxycarbonyl) amino] butyrylamino]-1-methylimidazole-2-carboxylate NCC[C@H](C(=O)NC=1N=C(N(C1)C)C(=O)OCC)NC(=O)OC(C)(C)C